3,5-di(behenyl-oxy)benzyl alcohol C(CCCCCCCCCCCCCCCCCCCCC)OC=1C=C(CO)C=C(C1)OCCCCCCCCCCCCCCCCCCCCCC